3-amino-1-methyl-propyldisulfide NCCC(C)SSC(CCN)C